5-(3-Methoxyphenyl)-N-(3-(morpholinomethyl)-1,2,4-thiadiazol-5-yl)furan-3-carboxamide COC=1C=C(C=CC1)C1=CC(=CO1)C(=O)NC1=NC(=NS1)CN1CCOCC1